2-[1H-benzimidazol-2-yl-(3-fluoro-2-hydroxy-phenyl)-methyl]-6-[4-(1-methyl-4-piperidyl)phenyl]isoindolin-1-one N1C(=NC2=C1C=CC=C2)C(N2C(C1=CC(=CC=C1C2)C2=CC=C(C=C2)C2CCN(CC2)C)=O)C2=C(C(=CC=C2)F)O